(4-bromo-3-methylbenzofuran-2-yl)methanol BrC1=CC=CC2=C1C(=C(O2)CO)C